methacryloyloxy isobutyrate C(C(C)C)(=O)OOC(C(=C)C)=O